N=1N=CN2C1C1=CC=CC(=C1C=C2)N2N=CC(=C2C(F)(F)F)C(=O)NC2=CC(=NC=C2)C(F)(F)F 1-([1,2,4]triazolo[3,4-a]isoquinolin-7-yl)-5-(trifluoromethyl)-N-(2-(trifluoromethyl)pyridin-4-yl)-1H-pyrazole-4-carboxamide